FC=1C=CC2=C(NC(=NS2(=O)=O)NCC2=C(C=CC=C2)F)C1[C@@H](C)C1=C(C=CC=C1)F (S)-6-fluoro-3-((2-fluorobenzyl)amino)-5-(1-(2-fluorophenyl)ethyl)-4H-benzo[e][1,2,4]thiadiazine 1,1-dioxide